methyl (S)-(3-fluoro-7-((1-hydroxyhexan-3-yl)amino)-1-(4-(hydroxymethyl)-2-methoxybenzyl)-1H-pyrazolo[4,3-d]pyrimidin-5-yl)carbamate FC1=NN(C2=C1N=C(N=C2N[C@H](CCO)CCC)NC(OC)=O)CC2=C(C=C(C=C2)CO)OC